4-(5-(3-((2-(3-carboxypropanoyl)-4-fluoro-6-methoxy-1H-inden-5-yl)oxy)propoxy)-6-methoxyisoindolin-2-yl)-4-oxobutanoic acid C(=O)(O)CCC(=O)C=1CC2=CC(=C(C(=C2C1)F)OCCCOC=1C=C2CN(CC2=CC1OC)C(CCC(=O)O)=O)OC